OC=1C(=NC=CC1NC1=C(C(C1=O)=O)NC1CCCC2=CN(N=C12)C)C(=O)N(C)C 3-hydroxy-N,N-dimethyl-4-((2-((2-methyl-4,5,6,7-tetrahydro-2H-indazol-7-yl)amino)-3,4-dioxocyclobut-1-en-1-yl)amino)picolinamide